C(C)OC(C=C(C)NC1=CC=CC=C1)=O 3-(phenylamino)-2-butenoic acid ethyl ester